sodium 2-bromo-3-methyl-phenol BrC1=C(C=CC=C1C)O.[Na]